3-ethyl-2-((R)-1-((R)-6-methyl-1,4-diazepan-1-yl)butyl)pyrido[4,3-d]pyrimidin-4(3H)-one C(C)N1C(=NC2=C(C1=O)C=NC=C2)[C@@H](CCC)N2CCNC[C@H](C2)C